BrC=1C=C(C=NC1)C=1C=NN(C1)C=1C(=CC(=C(C(=O)NC2CC2)C1)F)C 5-(4-(5-bromopyridin-3-yl)-1H-pyrazol-1-yl)-N-cyclopropyl-2-fluoro-4-methylbenzamide